N-[2-methyl-5-(4,4,5,5-tetramethyl-1,3,2-dioxaborolan-2-yl)phenyl]prop-2-enamide CC1=C(C=C(C=C1)B1OC(C(O1)(C)C)(C)C)NC(C=C)=O